FC=1C=C(COC=2N(C(C=3C(N2)=NN(C3)CC3COC3)=O)C3=CC=CC=C3)C=CC1 6-((3-fluorobenzyl)oxy)-2-(oxetan-3-ylmethyl)-5-phenyl-2H-pyrazolo[3,4-d]pyrimidin-4(5H)-one